2,2'-(1,9-dioxa-4,12-diazadispiro[4.2.48.25]tetradecane-4,12-diyl)bis(ethan-1-ol) O1CCN(C12CCC1(OCCN1CCO)CC2)CCO